C1(CCCC2=CC=CC=C12)NC(=O)C1=CC=C2C3=C(NC2=C1)C=NC=C3 N-(1,2,3,4-tetrahydronaphthalen-1-yl)-9H-pyrido[3,4-b]indole-7-carboxamide